tert-butyl (R)-4-(4-((2-oxo-4-phenylpyridin-1(2H)-yl)methyl)piperidine-1-carbonyl)-3-phenylpiperazine-1-carboxylate O=C1N(C=CC(=C1)C1=CC=CC=C1)CC1CCN(CC1)C(=O)N1[C@@H](CN(CC1)C(=O)OC(C)(C)C)C1=CC=CC=C1